N-(6-methyl-2-oxo-1-(2,2,2-trifluoroethyl)-5-(2,3,6-trifluorophenyl)piperidin-3-yl)-2'-Oxo-1',2',4,6-tetrahydrospiro[cyclopenta[b]furan-5,3'-pyrrolo[2,3-b]pyridine]-2-carboxamide CC1C(CC(C(N1CC(F)(F)F)=O)NC(=O)C1=CC2=C(O1)CC1(C(NC3=NC=CC=C31)=O)C2)C2=C(C(=CC=C2F)F)F